F[B-](F)(F)F.C(C=C)N1CC=CC=C1 N-allylpyridine tetrafluoroborate